N1C(=NC2=C1C=CC=C2)C2=CC=CC(=N2)C(=O)C2=NC(=CC=C2)C2=NC1=C(N2)C=CC=C1 bis(6-(1h-benzo[d]imidazol-2-yl)pyridin-2-yl)methanone